FC1=C(CNC([C@@H](CCCN\C(=N/C(NCCNC(CC)=O)=O)\N)NC([C@@H](C2=CC=CC=C2)N2CC3=CC=CC=C3C2)=O)=O)C(=CC(=C1)O)F (R)-N-(2,6-difluoro-4-hydroxybenzyl)-2-((R)-2-(isoindolin-2-yl)-2-phenylacetamido)-5-((Z)-2-((2-propionamidoethyl)carbamoyl)guanidino)pentanamide